(S)-4-(3-(3-((2-Fluoro-4-(trifluoromethyl)benzyl)oxy)azetidin-1-yl)-3-oxopropyl)oxazolidin-2-one FC1=C(COC2CN(C2)C(CC[C@@H]2NC(OC2)=O)=O)C=CC(=C1)C(F)(F)F